(S)-4-(4-methylpyrazolo[1,5-a]pyridin-2-yl)-5-(pyrimidin-2-yl)-4,5,6,7-tetrahydro-1H-imidazo[4,5-c]pyridine CC=1C=2N(C=CC1)N=C(C2)[C@H]2N(CCC1=C2N=CN1)C1=NC=CC=N1